(1R,9R)-4,6-dichloro-5,10,10-trimethyl-3-azatricyclo[7.1.1.02,7]undeca-2,4,6-triene ClC=1N=C2[C@H]3C([C@@H](CC2=C(C1C)Cl)C3)(C)C